2,2'-(benzazepinediyl)bis(propan-1-ol) N1C(=C(C=CC2=C1C=CC=C2)C(CO)C)C(CO)C